[1-[9-ethyl-6-2-methylbenzoyl carbazol-3-yl]ethylideneamino] acetate C(C)(=O)ON=C(C)C=1C=CC=2N(C3=CC=C(C=C3C2C1)C(C1=C(C=CC=C1)C)=O)CC